1-methyl-4-(5-(methylsulfonylamino)pyridin-2-yl)-1H-pyrazole-5-carboxylic acid methyl ester COC(=O)C1=C(C=NN1C)C1=NC=C(C=C1)NS(=O)(=O)C